benzyl 4-(2-cyano-7-(2-(methoxymethoxy)phenyl)-5,6,7,8-tetrahydroimidazo[1,2-a]pyrazin-3-yl)piperazine-1-carboxylate C(#N)C=1N=C2N(CCN(C2)C2=C(C=CC=C2)OCOC)C1N1CCN(CC1)C(=O)OCC1=CC=CC=C1